tert-Butyl (2R,5S)-4-(5-bromo-7H-pyrrolo[2,3-d]pyrimidin-4-yl)-2,5-dimethylpiperazine-1-carboxylate BrC1=CNC=2N=CN=C(C21)N2C[C@H](N(C[C@@H]2C)C(=O)OC(C)(C)C)C